Cl.CC1(C(N(C2=CC=CC=C12)C1CCN(CC1)C([C@H](CCC1=CC=CC=C1)NC(=O)[C@H]1CNCCC1)=O)=O)C (R)-N-((S)-1-(4-(3,3-dimethyl-2-oxoindol-1-yl)piperidin-1-yl)-1-oxo-4-phenylbutan-2-yl)piperidine-3-carboxamide hydrochloride